NCC1=C(C=C(CNC(=O)[C@@H]2CN(CCN2C([C@H](N(C)C2CCC3(CCN(C3)CC3=CC=CC=C3)CC2)CCCCN(C)C)=O)C(=O)OC2=C(C3=CC=CC=C3C=C2)Cl)C=C1)OC 1-chloronaphthalen-2-yl (3S)-3-{[4-(aminomethyl)-3-methoxybenzyl]carbamoyl}-4-[N2-(2-benzyl-2-azaspiro[4.5]dec-8-yl)-N2,N6,N6-trimethyl-D-lysyl]piperazine-1-carboxylate